methyl trans-4-(methyl(3-methyl-4-nitrobenzyl)amino)cyclohexane-1-carboxylate CN([C@@H]1CC[C@H](CC1)C(=O)OC)CC1=CC(=C(C=C1)[N+](=O)[O-])C